O=CC(CS(=O)(=O)[O-])CCCC 2-ketomethylhexylsulfonate